ClC=1C(=C2C(=NC(N(C2=CC1C1=C2C=NN(C2=CC=C1C)C1OCCCC1)C1=C(C=CC=C1)C(C)C)=O)O)OCOC(=O)N1CCNCC1 ((6-chloro-4-hydroxy-1-(2-isopropylphenyl)-7-(5-methyl-1-(tetrahydro-2H-pyran-2-yl)-1H-indazol-4-yl)-2-oxo-1,2-dihydroquinazolin-5-yl)oxy)methylpiperazin-1-formate